1,2-bis(methanesulfonyloxy)ethane CS(=O)(=O)OCCOS(=O)(=O)C